FC(C(=O)O)(F)F.ClC=1C=CC=C(C#N)C1 5-chlorobenzonitrile trifluoroacetate